ClC1=CC(=C(C(=O)N2C[C@H](N(CC2)C2=C(C(=O)NCCC=3NC=CN3)C=C(C=C2)C=2C(=NC=CC2)OCC)CC)C=C1)C(F)(F)F 2-[(2R)-4-[4-chloro-2-(trifluoromethyl)benzoyl]-2-ethylpiperazin-1-yl]-5-(2-ethoxypyridin-3-yl)-N-[2-(1H-imidazol-2-yl)ethyl]benzamide